ClC=1C=C(C=CC1Cl)N1C[C@@H](CC2=CC=CC=C12)NC(OC(C)(C)C)=O 1,1-dimethylethyl N-[(3R)-1-(3,4-dichlorophenyl)-1,2,3,4-tetrahydro-3-quinolinyl]-carbamate